3-(2-chloro-6-fluorophenyl)-1-((4-(morpholine-4-carbonyl)phenyl)amino)-6,7-dihydroimidazo[1,5-a]pyrazin-8(5H)-one ClC1=C(C(=CC=C1)F)C1=NC(=C2N1CCNC2=O)NC2=CC=C(C=C2)C(=O)N2CCOCC2